4-methyl-1-phenyl-1H-pyrazole-3-carboxylate CC=1C(=NN(C1)C1=CC=CC=C1)C(=O)[O-]